C(C)(C)(C)N(C(O)=O)C1=CC(=NC=C1OCC)Br.BrC1=NC=C(C(=C1)NC(OC(C)(C)C)=O)OCC tert-butyl (2-bromo-5-ethoxypyridin-4-yl)carbamate tert-Butyl-(2-bromo-5-ethoxypyridin-4-yl)carbamate